N1(CCOCC1)C1=CC=C(C=C1)C1=NN=C(S1)N 5-(4-morpholinylphenyl)-1,3,4-thiadiazol-2-amine